C(OC)(OCCCF)=O methyl fluoropropyl carbonate